ClC=1C=C(C=CC1C(=O)N1CCC(CC1)NS(=O)(=O)C1CNCC1)NC(=O)C=1N(C(=CN1)C1=C(C(=C(C=C1)OC)F)F)C N-[3-chloro-4-[4-(pyrrolidin-3-ylsulfonylamino)piperidine-1-carbonyl]phenyl]-5-(2,3-difluoro-4-methoxy-phenyl)-1-methyl-imidazole-2-carboxamide